BrC1=CN=C(S1)CCO 2-(5-bromothiazol-2-yl)ethanol